CC1(OB(OC1(C)C)C=1C=CC2=C(C=NS2)C1)C 5-(4,4,5,5-tetramethyl-1,3,2-dioxaborolan-2-yl)benzo[d]isothiazole